(3R,4S,5S,6R)-2-(2,3-dihydroxypropoxy)-6-(hydroxymethyl)oxacyclohexane-3,4,5-triol OC(COC1O[C@@H]([C@H]([C@@H]([C@H]1O)O)O)CO)CO